Ethyl (3S)-3-(4-chlorophenyl)-3-(1-(4-chlorophenyl)-7-fluoro-1-hydroxy-5-((S)-1-hydroxy-1-(tetrahydro-2H-pyran-4-yl)propyl)-3-oxoisoindolin-2-yl)propanoate ClC1=CC=C(C=C1)[C@H](CC(=O)OCC)N1C(C2=C(C=C(C=C2C1=O)[C@](CC)(C1CCOCC1)O)F)(O)C1=CC=C(C=C1)Cl